C1(CCCCC1)N1N=NN=C1CCCCOC=1C=C2CCC(NC2=CC1)=O 6-[4-(1-cyclohexyl-1H-tetrazol-5-yl)butoxy]-3,4-dihydro-2(1H)-quinolinone